N1(CCC1)C=1N(C=2C(=NC=C(C2)C=2C=CN3N=CN=C(C32)OC)N1)CC1=CC(=NC=C1)F 2-(azetidin-1-yl)-1-((2-fluoropyridin-4-yl)methyl)-6-(4-methoxypyrrolo[2,1-f][1,2,4]triazin-5-yl)-1H-imidazo[4,5-b]pyridine